ClC1=CC=C(C(=N1)C(=O)O)NC(C)C1=C2C=C(N(C(C2=CC(=C1)C)=O)C)C1=CC=CC=C1 6-Chloro-3-[1-(2,7-dimethyl-1-oxo-3-phenylisoquinolin-5-yl)ethylamino]pyridine-2-carboxylic acid